OCC1([C@@H](O)[C@H](O)[C@H](O1)CO)N[C@@H]([C@@H](C)CC)C(=O)O Fructosyl-isoleucine